CN1N=CC(=C1)C1=CC=2C3=C(N=CC2C=C1)NC=C3C3CCN(CC3)S(=O)(=O)C 8-(1-methyl-1H-pyrazol-4-yl)-1-(1-(methylsulfonyl)piperidin-4-yl)-3H-pyrrolo[2,3-c]isoquinoline